CC(C)(C)[S@@](=O)N[C@H](C)C1=C(C(=CC=C1)C(F)(F)F)C (R)-2-methyl-N-((R)-1-(2-methyl-3-(trifluoromethyl)phenyl)ethyl)propan-2-sulfinamide